N-(3-chloro-5-(methylsulfonyl)phenyl)-5-(5-((1-(cyclopropanecarbonyl)azetidin-3-yl)oxy)-3-fluoropyridin-2-yl)-1-methyl-1H-pyrrole-3-carboxamide ClC=1C=C(C=C(C1)S(=O)(=O)C)NC(=O)C1=CN(C(=C1)C1=NC=C(C=C1F)OC1CN(C1)C(=O)C1CC1)C